C(C=C)(=O)OC(C)(C)N=C=O acryloyloxyisopropyl isocyanate